BrC1=CC=C(C=C1)C1=NC(=CC(=N1)Cl)OCC1=CC=C(C=C1)OC (4-bromophenyl)-4-chloro-6-((4-methoxyphenylmethyl)oxy)pyrimidine